C1=C(NC=N1)/C=C/C(=O)O The molecule is an alpha,beta-unsaturated monocarboxylic acid that is prop-2-enoic acid substituted by a 1H-imidazol-4-yl group at position 3. It is a metabolite of hidtidine. It has a role as a chromophore and a human metabolite. It is an alpha,beta-unsaturated monocarboxylic acid and a member of imidazoles. It is a conjugate acid of a urocanate.